O1COC2=C1C=CC(=C2)C[C@H](C=O)C |r| (+/-)-3-(1,3-benzodioxol-5-yl)-2-methylpropanal